N1(CC1)C(C(=O)O)C.C1(=CC=CC=C1)O.C1(=CC=CC=C1)O Bisphenol (β-aziridinyl)propionate